O=C1N(CC2=C(C=C(C=C12)CN1CC(C1)C#N)C(F)(F)F)C1=CC(=CC=C1)[C@@](C(C1=NN=CN1C)(F)F)(C)F (R)-1-((3-oxo-2-(3-(1,1,2-trifluoro-1-(4-methyl-4H-1,2,4-triazol-3-yl)propan-2-yl)phenyl)-7-(trifluoromethyl)isoindolin-5-yl)methyl)azetidine-3-carbonitrile